BrC1=NC=CC(=C1)C(CCC(=O)OC)(C)C#N Methyl 4-(2-bromopyridin-4-yl)-4-cyanovalerate